N-[5-(2-Ethyltetrazol-5-yl)-4-fluoro-2-methylphenyl]pyrazolo[1,5-a]pyridine-3-carboxamide C(C)N1N=C(N=N1)C=1C(=CC(=C(C1)NC(=O)C=1C=NN2C1C=CC=C2)C)F